methyl (CIS)-2-(((1-(5-fluoropyrimidin-2-yl)piperidin-4-yl)oxy)methyl)-3-(4-methyl-1H-pyrazol-3-yl)piperidine-1-carboxylate FC=1C=NC(=NC1)N1CCC(CC1)OC[C@@H]1N(CCC[C@@H]1C1=NNC=C1C)C(=O)OC